C12(CC3CC(CC(C1)C3)C2)CC(=O)[O-] 1-adamantylacetate